tert-Butyl 4-(5-((6-(3-chloro-5-fluorophenyl)-4-(((methylsulfonyl)oxy)methyl)pyridin-2-yl)oxy)pyridin-2-yl)piperazine-1-carboxylate ClC=1C=C(C=C(C1)F)C1=CC(=CC(=N1)OC=1C=CC(=NC1)N1CCN(CC1)C(=O)OC(C)(C)C)COS(=O)(=O)C